FC(C(=O)N1C[C@@H]([C@@H](C1)NC1=C2C(=C(N=N1)C1=CC=C(C=C1)C(F)(F)F)N=CC=C2)F)=C 2-fluoro-1-((3S,4R)-3-fluoro-4-((8-(4-(trifluoromethyl)phenyl)pyrido[2,3-d]pyridazin-5-yl)amino)pyrrolidin-1-yl)prop-2-en-1-one